methyl 6-(4-fluorophenyl)-4-methoxy-1H-indole-2-carboxylate FC1=CC=C(C=C1)C1=CC(=C2C=C(NC2=C1)C(=O)OC)OC